C(=C)[Si](OCCCC)(C=C)C=C trivinyl-butoxysilane